FC1(CCN(CC1)CCOC=1C=C2C(=C(NC2=CC1)C=1C=C(C=2N(C1)N=CN2)C)C(C)C)F 6-(5-(2-(4,4-Difluoropiperidin-1-yl)ethoxy)-3-isopropyl-1H-indol-2-yl)-8-methyl-[1,2,4]triazolo[1,5-a]pyridin